C(C)(=O)N1CCC(CC1)C(=O)N(CC(NC=1C=C2CC3(C(NC4=NC=CC=C43)=O)CC2=CC1)=O)CC1=C(C=CC=C1)CNC 1-Acetyl-N-(2-((methylamino)methyl)benzyl)-N-(2-oxo-2-((2'-oxo-1,1',2',3-tetrahydrospiro[indene-2,3'-pyrrolo[2,3-b]pyridin]-5-yl)amino)ethyl)piperidine-4-carboxamide